1-(3-((5-(difluoromethyl)-2-((3-methyl-1-(8-methyl-8-azabicyclo[3.2.1]octan-3-yl)-1H-pyrazol-4-yl)amino)pyrimidin-4-yl)amino)propyl)-3,3-dimethylazetidin-2-one FC(C=1C(=NC(=NC1)NC=1C(=NN(C1)C1CC2CCC(C1)N2C)C)NCCCN2C(C(C2)(C)C)=O)F